n-bromosuccinimide C1CC(=O)N(C1=O)Br